N1N=CC(=C1)C1=CC=C(C=C1)N1C(C2(CC1)CC1=CC=C(C=C1C2)F)=O 1'-(4-(1H-pyrazol-4-yl)phenyl)-5-fluoro-1,3-dihydrospiro[indene-2,3'-pyrrolidine]-2'-one